tert-Butyl ((5-cyanopyrimidin-2-yl)methyl)carbamate C(#N)C=1C=NC(=NC1)CNC(OC(C)(C)C)=O